6-(azetidin-1-yl)-2-(6-(bis(3-aminohexyl)amino)hexyl)-1H-benzo[de]isoquinoline-1,3(2H)-dione N1(CCC1)C=1C=CC=2C(N(C(C3=CC=CC1C23)=O)CCCCCCN(CCC(CCC)N)CCC(CCC)N)=O